3-(2-bromophenoxy)propanoic acid BrC1=C(OCCC(=O)O)C=CC=C1